4-((tert-butyldimethylsilyl)oxy)-1-(cyclopropanecarbonyl)-5-methylpyrrolidine-2-carboxylate [Si](C)(C)(C(C)(C)C)OC1CC(N(C1C)C(=O)C1CC1)C(=O)[O-]